NC=1N=CC2=C(N1)CN(CC2)C(=O)OC(C)(C)C tert-butyl 2-amino-5H,6H,7H,8H-pyrido[3,4-d]pyrimidine-7-carboxylate